CC=1SC2=C(N1)C=C(C=C2)C2=CC=C1CC3(C(NC1=C2)=O)CN(CC3)C#N 7'-(2-Methylbenzo[d]thiazol-5-yl)-2'-oxo-1',4'-dihydro-2'H-spiro[pyrrolidine-3,3'-quinoline]-1-carbonitrile